C1(CCCCC1)C(C)ON=CC=1C=CC=C2C=CC=NC12 quinoline-8-carbaldehyde O-(1-cyclohexylethyl) oxime